2-((6-chloro-1H-benzo[d]imidazole-2-yl)(2-methoxyphenyl)methyl)isoindolin-1-one ClC=1C=CC2=C(NC(=N2)C(N2C(C3=CC=CC=C3C2)=O)C2=C(C=CC=C2)OC)C1